N1=CC(=CC=C1)CNC(NCCCCCCNC(C1=NC=CC=C1)=O)=S N-(6-(3-(pyridin-3-ylmethyl)thioureido)hexyl)picolinamide